C(C)(C)(C)C1=CC(=C(C(=C1O)C)C=C(Br)Br)C 6-(tert-butyl)-3-(2,2-dibromovinyl)-2,4-dimethylphenol